COC1=C(C=CC(=C1)OC)CN1[C@@H]2CNC[C@H]1CC2 (1S,5R)-8-[(2,4-dimethoxyphenyl)methyl]-3,8-diazabicyclo[3.2.1]octane